Racemic-2-(1-(2-oxo-4-(o-tolyl)-2H-pyrano[2,3-b]pyridin-7-yl)pyrrolidin-2-yl)acetic acid O=C1C=C(C=2C(=NC(=CC2)N2[C@H](CCC2)CC(=O)O)O1)C1=C(C=CC=C1)C |r|